isopropylisopropylsulfonate C(C)(C)OS(=O)(=O)C(C)C